OC1=C(N2C(C3=C(C=CC=C13)OC1=CC=CC=C1)=NC=N2)C(=O)NCC(=O)OCC ethyl (6-hydroxy-10-phenoxy-[1,2,4]triazolo[5,1-a]isoquinoline-5-carbonyl)glycinate